C(=O)O.ClC1=C(C=CC(=C1F)OC)C1=CN=C2N1C=CN=C2NC2=CC(=C(C=C2)C(=O)N2CCN(CC2)C(=O)[C@@H]2[C@H](CNCC2)O)C [4-[[3-(2-chloro-3-fluoro-4-methoxyphenyl)imidazo[1,2-a]pyrazin-8-yl]amino]-2-methylphenyl]-[4-[(3R,4S)-3-hydroxypiperidine-4-carbonyl]piperazin-1-yl]methanone formate